dipicolinic acid O=C(O)C1C=CC=C(C(=O)O)N=1